2,3,6,7-tetrahydro-1H-cyclopenta[d]pyridazine-1,4(5H)-dione C1(NNC(C2=C1CCC2)=O)=O